CC1CN(C1)C1CN(CC1)C1=CC=C(C=C1)N1C=NC(=C1)NC=1N=CC(=NC1)C#N 5-((1-(4-(3-(3-Methylazetidin-1-yl)pyrrolidin-1-yl)phenyl)-1H-imidazol-4-yl)amino)pyrazine-2-carbonitrile